ClC1=CC=C(C=C1)C=1NC=2N(C(C1)=O)N=CC2 5-(4-chlorophenyl)pyrazolo[1,5-a]pyrimidin-7(4H)-one